3-({[5-(Difluoromethyl)-1-methyl-3-(trifluoromethyl)-1H-pyrazol-4-yl]methyl}sulfonyl)-5,5-dimethyl-4,5-dihydro-1,2-oxazol FC(C1=C(C(=NN1C)C(F)(F)F)CS(=O)(=O)C1=NOC(C1)(C)C)F